2-[(3-chloro-4-fluorophenyl)-[(7,7-difluoro-3-bicyclo[4.1.0]heptanyl)oxy]methyl]-5-methyl-4-methylsulfonyl-1H-imidazole ClC=1C=C(C=CC1F)C(C=1NC(=C(N1)S(=O)(=O)C)C)OC1CC2C(C2CC1)(F)F